CC1(OB(OC1(C)C)[C@@H]1[C@H](C1)OCCOC(C1=CC=CC=C1)(C1=CC=CC=C1)C1=CC=CC=C1)C 4,4,5,5-tetramethyl-2-((1S,2S)-2-(2-(trityloxy)ethoxy)cyclopropyl)-1,3,2-dioxaborolane